5-((1-benzylpiperidin-4-yl)methoxy)thiazolo[5,4-b]pyridin-2-amine C(C1=CC=CC=C1)N1CCC(CC1)COC1=CC=C2C(=N1)SC(=N2)N